O=C1NC(CCC1N1C(C2=CC=C(C=C2C1)N1CC2(C1)CCC(CC2)OC2CCN(CC2)C(=O)OCC2=CC=CC=C2)=O)=O benzyl 4-[[2-[2-(2,6-dioxo-3-piperidyl)-1-oxo-isoindolin-5-yl]-2-azaspiro[3.5]nonan-7-yl]oxy]piperidine-1-carboxylate